ethyl 6-bromo-4-chloro-8-fluoroquinoline-3-carboxylate BrC=1C=C2C(=C(C=NC2=C(C1)F)C(=O)OCC)Cl